N-[5-(1H-benzimidazol-2-yl)-1H-pyrazol-3-yl]-6-(3-hydroxyazetidin-1-yl)pyridine-3-carboxamide N1C(=NC2=C1C=CC=C2)C2=CC(=NN2)NC(=O)C=2C=NC(=CC2)N2CC(C2)O